C(C)O[Si](CCCSSCCC[Si](OCC)(OCC)OCC)(OCC)OCC bis-(3-triethoxysilylpropyl) disulphide